CCCCCCCC=[N+]=[N-] diazooctane